2-(3-phenylcyclobutyl)-5-(pyrazin-2-yl)-2,5,6,7-tetrahydro-3H-pyrrolo[2,1-c][1,2,4]triazol C1(=CC=CC=C1)C1CC(C1)N1N=C2N(C1)C(CC2)C2=NC=CN=C2